tert-Butyl (4-(2-(3-aminophenyl)-1H-imidazo[4,5-b]pyridin-7-yl)-2-fluorobenzyl)carbamate NC=1C=C(C=CC1)C=1NC=2C(=NC=CC2C2=CC(=C(CNC(OC(C)(C)C)=O)C=C2)F)N1